CN(C(CN1N=CC(=C1)C1=NC2=CC=CC=C2C(=C1)C1(CC1)NC(C1=C(C=C(C=C1)COCC=1N=CSC1)C)=O)=O)C N-(1-(2-(1-(2-(dimethylamino)-2-oxoethyl)-1H-pyrazol-4-yl)quinolin-4-yl)cyclopropyl)-2-methyl-4-((thiazol-4-ylmethoxy)methyl)benzamide